N-(3-(4-aminohexahydrocyclopenta[c]pyrrol-2(1H)-yl)propyl)-2-(4-methoxyphenyl)quinolin-4-amine trihydrochloride Cl.Cl.Cl.NC1CCC2CN(CC21)CCCNC2=CC(=NC1=CC=CC=C21)C2=CC=C(C=C2)OC